1-(4-[(2,6-difluorophenyl)carbamoyl]-2-fluoro-5-{[(2S)-1,1,1-trifluoropropan-2-yl]oxy}phenyl)-4-methyl-5-oxo-4,5-dihydro-1H-1,2,4-triazole-3-carboxylic acid FC1=C(C(=CC=C1)F)NC(=O)C1=CC(=C(C=C1O[C@H](C(F)(F)F)C)N1N=C(N(C1=O)C)C(=O)O)F